C1(CC1)C(C(C=1OC2=C(N1)C=C(C=C2)CN2C(NC(C2)C(F)(F)F)=O)NC(=O)C2=CC=NN2C(C)C)C2CC2 N-(2,2-dicyclopropyl-1-(5-((2-oxo-4-(trifluoromethyl)imidazolidin-1-yl)methyl)benzo[d]oxazol-2-yl)ethyl)-1-isopropyl-1H-pyrazole-5-carboxamide